C(C)(C)(C)NS(=O)(=O)C1=C(C=CC(=C1)NC(=O)OC(C)C)C1=CN=C(S1)[C@H]1CC[C@@H](CN1)NC(OC(C)C)=O trans-isopropyl N-[6-[5-[2-(tert-butylsulfamoyl)-4-(isopropoxycarbonylamino)phenyl]thiazol-2-yl]-3-piperidyl]carbamate